(E)-8-(4-ethoxycarbonyl-but-1-enyl)-1-[3-(trifluoromethyl)phenyl]oxazolo[5,4-c]quinolin-2(1H)-one C(C)OC(=O)CC/C=C/C1=CC=2C3=C(C=NC2C=C1)OC(N3C3=CC(=CC=C3)C(F)(F)F)=O